1-[4-(2,3-Dimethylphenyl)piperazin-1-yl]-2-[3-[(3S,4R)-4-fluoro-3-hydroxypiperidin-1-carbonyl]-5,6-dihydro-4H-cyclopenta[c]pyrazol-1-yl]ethanon CC1=C(C=CC=C1C)N1CCN(CC1)C(CN1N=C(C2=C1CCC2)C(=O)N2C[C@@H]([C@@H](CC2)F)O)=O